C(C(C)C)NC=1C2=C(N=C(N1)N(CCC1CCOCC1)C)CC[S+]2[O-] N4-isobutyl-N2-methyl-5-oxido-N2-(2-tetrahydropyran-4-ylethyl)-6,7-dihydro-thieno[3,2-d]pyrimidin-5-ium-2,4-diamine